C(C)(C)(C)OC(=O)N[C@@H](C/C=C/C(=O)OC)C1=CC=CC=C1 Methyl (S,E)-5-((tert-butoxycarbonyl)amino)-5-phenylpent-2-enoate